C1=CC=CC=2C3=CC=CC=C3N(C12)C1=C(C=CC=C1)C1=CC=CC=C1 2'-(9H-carbazol-9-yl)-[1,1'-biphenyl]